cyanomethyl[(3-{2-bromo-4-fluoro-5-[3-methyl-2,6-dioxo-4-(trifluoromethyl)-3,6-dihydropyrimidin-1(2H)-yl]phenoxy}pyridin-2-yl)oxy]acetate C(#N)COC(COC1=NC=CC=C1OC1=C(C=C(C(=C1)N1C(N(C(=CC1=O)C(F)(F)F)C)=O)F)Br)=O